F[P-](F)(F)(F)(F)F.CON1C=[N+](C=C1)OC 1,3-dimethoxy-imidazolium hexafluorophosphate